C(=O)[O-].ClC1=C(C(=O)NCCNC(C[N+](C)(C)C)=O)C=CC(=C1)NC(=O)C=1N(C(=CN1)C1=C(C(=C(C=C1)OCC#N)F)F)C [2-[2-[[2-chloro-4-[[5-[4-(cyanomethoxy)-2,3-difluoro-phenyl]-1-methyl-imidazole-2-carbonyl]amino]benzoyl]amino]ethylamino]-2-oxo-ethyl]-trimethyl-ammonium formate